1-benzyl-3,4-dihydroisoquinoline C(C1=CC=CC=C1)C1=NCCC2=CC=CC=C12